C(C)N1C2=CC=C(C=C2C=2C=CC=CC12)C(C1=C(C=C(C=C1)OCC1OC(OC1)(C)C)C)=O 9-ethyl-6-{2-methyl-4-(2,2-dimethyl-1,3-dioxolanyl)methoxybenzoyl}-9H-carbazole